The molecule is a primary aliphatic amine that is propan-1,2-diamine substituted by an isopropyl group at N(1) and a methyl group at position 2. Metabolite observed in cancer metabolism. It has a role as a human metabolite. It is a primary aliphatic amine and a secondary aliphatic amine. CC(C)NCC(C)(C)N